Cl.C1(=CC=C(C=C1)CON=C(C)C1=CC=C(C=C1)C1=NOC(=N1)[C@H]1CNCC1)C1=CC=CC=C1 (R)-1-(4-(5-(pyrrolidin-3-yl)-1,2,4-oxadiazol-3-yl)phenyl)ethan-1-one O-([1,1'-biphenyl]-4-ylmethyl) oxime hydrochloride